O=C1NC(CCC1N1N=C(C2=C(C=CC=C12)N1CCN(CC1)CCC1CCC(CC1)N1N=C2C=C(C(=CC2=C1)C(=O)NC1=CN=C2N1N=CC=C2)OC)C)=O 2-((1r,4r)-4-(2-(4-(1-(2,6-dioxopiperidin-3-yl)-3-methyl-1H-indazol-4-yl)piperazin-1-yl)ethyl)cyclohexyl)-N-(imidazo[1,2-b]pyridazin-3-yl)-6-methoxy-2H-indazole-5-carboxamide